5-(2-Fluoro-4-methoxyphenyl)-3,3-dimethyl-N-pentylmorpholine-4-carboxamide tert-Butyl-N-[2-[2-(2-fluoro-4-methoxyphenyl)-2-oxoethoxy]-1,1-dimethylethyl]carbamate C(C)(C)(C)OC(NC(COCC(=O)C1=C(C=C(C=C1)OC)F)(C)C)=O.FC1=C(C=CC(=C1)OC)C1COCC(N1C(=O)NCCCCC)(C)C